4-(2-methylthiazol-5-yl)-7-(4,4,5,5-tetramethyl-1,3,2-dioxaborolan-2-yl)-1,3-benzothiazole CC=1SC(=CN1)C1=CC=C(C2=C1N=CS2)B2OC(C(O2)(C)C)(C)C